2-(3,5-difluoro-2-pyridinyl)-2-methyl-propionitrile FC=1C(=NC=C(C1)F)C(C#N)(C)C